3-(2-((propylsulfonyl)methyl)imidazo[1,2-a]pyridin-7-yl)-5-(trifluoromethyl)-1,2,4-oxadiazole C(CC)S(=O)(=O)CC=1N=C2N(C=CC(=C2)C2=NOC(=N2)C(F)(F)F)C1